C1N(CC2=CC=CC=C12)C(CNC12CC3(CC(CC(C1)C3)C2)NC(OC(C)(C)C)=O)=O tert-butyl (3-((2-(isoindolin-2-yl)-2-oxoethyl)amino)adamantan-1-yl)carbamate